C(C)(C)(C)N(C(O)=O)C1=CC=C(C=C1)N=NC1=CC=C(C=C1)CCCCC tert-butyl-(4-((4-pentanylphenyl)diazenyl)phenyl)carbamic acid